(3R,5aS,6R,8aS,9R,10S,12R,12aR)-3,6,9-trimethyl-10-[(propan-2-yl)oxy]decahydro-12H-3,12-epoxypyrano[4,3-j][1,2]benzodioxepine C[C@@]12OO[C@]34[C@@H](CC1)[C@@H](CC[C@H]3[C@H]([C@H](O[C@@H]4O2)OC(C)C)C)C